O([Fe])[Fe] oxodiiron